2-(methylthio)-4-(trifluoromethyl)benzoic acid CSC1=C(C(=O)O)C=CC(=C1)C(F)(F)F